C1(=CC=CC2=CC=CC=C12)NC=1C=CC=2NC3=CC=CC=C3C2C1 N-(naphthalen-1-yl)-9H-carbazol-3-amine